2-(4-((2-(4'-chloro-[1,1'-biphenyl]-4-yl)cyclopropyl)amino)piperidin-1-yl)-N-hydroxypyrimidine-5-carboxamide TFA salt OC(=O)C(F)(F)F.ClC1=CC=C(C=C1)C1=CC=C(C=C1)C1C(C1)NC1CCN(CC1)C1=NC=C(C=N1)C(=O)NO